OC(=O)C(F)(F)F.ClC=1C(=NC(=NC1)NC1CCNCC1)C1=CC2=C(N(N=C2C=C1)C)C(C)C 5-chloro-4-(3-isopropyl-2-methylindazol-5-yl)-N-(piperidin-4-yl)pyrimidin-2-amine TFA salt